N-(4-(1-(4-chloro-2-fluorophenyl)piperidin-4-yl)-1,3-dimethyl-1H-pyrazol-5-yl)acetamide ClC1=CC(=C(C=C1)N1CCC(CC1)C=1C(=NN(C1NC(C)=O)C)C)F